4-(3,4-dichlorobenzyl)piperidine ClC=1C=C(CC2CCNCC2)C=CC1Cl